N-(4-chlorophenyl)-2-fluorobenzamide ClC1=CC=C(C=C1)NC(C1=C(C=CC=C1)F)=O